6-[(2R,5R)-2,5-dimethylmorpholine-4-carbonyl]-8-ethyl-3-indan-2-yloxy-pyrido[2,3-c]pyridazin-5-one C[C@@H]1CN([C@@H](CO1)C)C(=O)C=1C(C2=C(N=NC(=C2)OC2CC3=CC=CC=C3C2)N(C1)CC)=O